C(C)(C)(C)OC(=O)N1C(C2=CC(=CC=C2C1)C=O)Br bromo-6-formylisoindoline-2-carboxylic acid tert-butyl ester